N-[4-amino-1,1-bis(3-aminopropyl)butyl]-2,2,2-trifluoro-acetamide NCCCC(CCCN)(CCCN)NC(C(F)(F)F)=O